C12CN(CC2C1)C1=C(C=C(C=C1F)CC=1NC(=CN1)C(=O)O)F 2-[(4-{3-Azabicyclo[3.1.0]hex-3-yl}-3,5-difluorophenyl)methyl]-1H-imidazole-5-carboxylic acid